C(C)(C)(C)OC(=O)N1C(CN(CC1)C1=CC(N(C2=CC=C(N=C12)C#N)C)=O)CO 4-(6-cyano-1-methyl-2-oxo-1,2-dihydro-1,5-naphthyridin-4-yl)-2-(hydroxymethyl)piperazine-1-carboxylic acid tert-butyl ester